3-(1-Benzylcyclopropyl)-1-(4-chlorophenyl)urea C(C1=CC=CC=C1)C1(CC1)NC(NC1=CC=C(C=C1)Cl)=O